ClC=1C=C(C=C(C1O)F)C=1N=C2C(=C(C=NC2=CC1)C(C)=O)NC1CCC(CC1)O 1-[6-(3-chloro-5-fluoro-4-hydroxyphenyl)-4-(4-hydroxycyclohexylamino)-1,5-naphthyridin-3-yl]ethanone